NC1CCC(CC1)N1CC(CC1)O (4-aminocyclohexyl)pyrrolidin-3-ol